[Ag+].C12(C(=O)CC(CC1)C2(C)C)CS(=O)(=O)[O-] Camphorsulfonate Silver Salt